2,5-dihydroxy-1,4-benzoquinone iron [Fe].OC=1C(C=C(C(C1)=O)O)=O